(7S,8aS)-2-(5-methylpyridin-2-yl)-7-(3-(pyridazin-3-yl)propyl)hexahydropyrrolo[1,2-a]pyrazin-6(2H)-one CC=1C=CC(=NC1)N1C[C@H]2N(CC1)C([C@H](C2)CCCC=2N=NC=CC2)=O